C(#N)C=1C(=C(C=O)C=CC1)OC1=CC=CC=C1 3-Cyano-2-phenoxybenzaldehyde